Z-9,12-octadecadienoic acid C(CCCCCCC\C=C/CC=CCCCCC)(=O)O